4-((8-aminooctyl)(3-aminopropyl)amino)-4-oxobutanoic acid NCCCCCCCCN(C(CCC(=O)O)=O)CCCN